C1=CC=CC=2C3=CC=CC=C3N(C12)C=1C=C(C=CC1)C1=NC(=CC=C1)C1=CC(=CC=C1)N1C2=CC=CC=C2C=2C=CC=CC12 2,6-bis[3-(9H-carbazole-9-yl)phenyl]pyridine